(2R,4S)-2-((5-amino-8-(2,6-dimethylpyridin-4-yl)-3-oxo-7-phenyl-[1,2,4]triazolo[4,3-c]pyrimidin-2(3H)-yl)methyl)-4-fluoropyrrolidine-1-carboxylic acid tert-butyl ester C(C)(C)(C)OC(=O)N1[C@H](C[C@@H](C1)F)CN1N=C2N(C(=NC(=C2C2=CC(=NC(=C2)C)C)C2=CC=CC=C2)N)C1=O